ClC=1C=C(C=C(C1)NS(=O)(=O)C)NC(=O)C1=CN(C(=C1)C1=NC=C(C=C1OCC1=NN=NN1C)F)C N-(3-chloro-5-(methylsulfonamido)phenyl)-5-(5-fluoro-3-((1-methyl-1H-tetrazol-5-yl)methoxy)pyridin-2-yl)-1-methyl-1H-pyrrole-3-carboxamide